4,4'-bis(2,2-DIPHENYLVINYL)biphenyl C1(=CC=CC=C1)C(=CC1=CC=C(C=C1)C1=CC=C(C=C1)C=C(C1=CC=CC=C1)C1=CC=CC=C1)C1=CC=CC=C1